N-t-butoxycarbonyl-N,N-dicyclohexylamine C(C)(C)(C)OC(=O)N(C1CCCCC1)C1CCCCC1